CC(C)=S(=O)=O Dimethylmethylene Sulfone